(S)-1-(1-(7,8-difluoro-1-oxo-1,2-dihydroisoquinolin-4-yl)ethyl)-3-(3,4,5-trifluorobenzyl)-1-methylurea FC1=CC=C2C(=CNC(C2=C1F)=O)[C@H](C)N(C(=O)NCC1=CC(=C(C(=C1)F)F)F)C